CNC[C@@H](C)NC(OC(C)(C)C)=O (R)-tert-butyl [1-(methylamino)propan-2-yl]carbamate